2'-(4,4-difluoro-2-methylcyclohexyl)-3-fluoro-[2,4'-bipyridyl]-3'-amine FC1(CC(C(CC1)C1=NC=CC(=C1N)C1=NC=CC=C1F)C)F